CC1CC2=C(C(N1)=O)C=CN2 6-methyl-6,7-dihydro-1H-pyrrolo[3,2-c]pyridin-4(5H)-one